oxazocane-7-carboxylic acid O1NCCCCC(C1)C(=O)O